methyl 4-{[6-(5-chloro-2-fluoro-phenyl)-2H,3H,4H-pyrido[3,2-b][1,4]oxazin-8-yl]amino}pyridine-3-carboxylate ClC=1C=CC(=C(C1)C=1C=C(C=2OCCNC2N1)NC1=C(C=NC=C1)C(=O)OC)F